Nonafluorohex-1-ene FC(C(C(C(C=C)(F)F)(F)F)(F)F)(F)F